((methyl((3'-methyl-6-((methyl((pivaloyloxy)methoxy)phosphoryl)oxy)-4-pentyl-[1,1'-biphenyl]-2-yl)oxy)phosphoryl)oxy)methyl pivalate C(C(C)(C)C)(=O)OCOP(=O)(OC1=C(C(=CC(=C1)CCCCC)OP(=O)(OCOC(C(C)(C)C)=O)C)C1=CC(=CC=C1)C)C